N-ethyl-N-(2,2,2-trifluoro-1-(4-fluorophenyl)ethyl)pyrimidine-5-sulfonamide C(C)N(S(=O)(=O)C=1C=NC=NC1)C(C(F)(F)F)C1=CC=C(C=C1)F